N-(2-(4-(4-acetylpiperazine-1-yl)piperidine-1-yl)-4-methoxy-5-((6-((R)-3-(6-methylpyridine-3-yl)isoxazolidine-2-yl)pyrimidine-4-yl)amino)phenyl)acrylamide C(C)(=O)N1CCN(CC1)C1CCN(CC1)C1=C(C=C(C(=C1)OC)NC1=NC=NC(=C1)N1OCC[C@@H]1C=1C=NC(=CC1)C)NC(C=C)=O